(1r,3s,5r,7r,8r,10s,13r)-5,7,9,9,13-pentamethyl-5-[(1E)-1-propen-1-yl]-4,6-dioxa-tetracyclo[6.5.1.01,10.03,7]tetradecane C[C@]1(O[C@H]2C[C@@]34[C@H](C([C@H]([C@]2(O1)C)C4)(C)C)CC[C@H]3C)\C=C\C